C(=C\\C(=O)O)\\C(=O)/C=C/O The molecule is a muconic semialdehyde, an alpha,beta-unsaturated monocarboxylic acid and a 3-oxo aldehyde. It is a conjugate acid of a (2Z,4E)-4-hydroxymuconic semialdehyde(1-).